2-[1-[(4-methylphenyl)methyl]-5-oxopyrrolidin-2-yl]-N-(2-phenylethyl)acetamide CC1=CC=C(C=C1)CN1C(CCC1=O)CC(=O)NCCC1=CC=CC=C1